7-(((3R,5R)-5-(4-(2-(4-aminopiperidin-1-yl)ethoxy)phenyl)-1-methylpiperidin-3-yl)amino)-6-bromo-5H-thiazolo[3,2-a]pyrimidin-5-one NC1CCN(CC1)CCOC1=CC=C(C=C1)[C@H]1C[C@H](CN(C1)C)NC=1N=C2N(C(C1Br)=O)C=CS2